OCC[C@H](CCC)NC=1C2=C(N=C(N1)NC(OC)=O)C=NN2CC2=C(C=CC(=C2)CN[C@@H]2[C@@H](COCC2)O)OC methyl (7-(((S)-1-hydroxyhexan-3-yl)amino)-1-(5-((((3S,4S)-3-hydroxytetrahydro-2H-pyran-4-yl)amino)methyl)-2-methoxybenzyl)-1H-pyrazolo[4,3-d]pyrimidin-5-yl)carbamate